OC(C)(C)C=1C=C(C=NC1)C1=CC=2C3=C(C=NC2C=C1)N(C(N3C[C@H](C)OC)=O)C 8-[5-(1-hydroxy-1-methylethyl)pyridin-3-yl]-1-[(2S)-2-methoxypropyl]-3-methyl-1,3-dihydro-2H-imidazo[4,5-c]quinolin-2-one